3-(4-(9-(4-((1S,2S)-1-(dimethylamino)-2-((3-methyl-4-oxo-3,4-dihydro-phthalazin-1-yl)amino)propyl)benzoyl)-3,9-diazaspiro[5.5]undecan-3-yl)phenyl)piperidine-2,6-dione CN([C@H]([C@H](C)NC1=NN(C(C2=CC=CC=C12)=O)C)C1=CC=C(C(=O)N2CCC3(CCN(CC3)C3=CC=C(C=C3)C3C(NC(CC3)=O)=O)CC2)C=C1)C